C(#N)[C@H](C[C@@H]1C(NCC1)=O)NC(=O)[C@@H]1N([C@H]2CC([C@@H]1CC2)(F)F)C([C@@H](CC2CCC2)NC(C(F)(F)F)=O)=O (1R,3R,4R)-N-((S)-1-cyano-2-((R)-2-oxopyrrolidin-3-yl)ethyl)-2-((R)-3-cyclobutyl-2-(2,2,2-trifluoroacetamido)propanoyl)-5,5-difluoro-2-azabicyclo[2.2.2]octane-3-carboxamide